CN1C(=NC2=C(C=C(C=C2C1=O)C)C(C)NC1=C(C(=O)N)C=CC=C1)N1CCCCC1 2-((1-(3,6-dimethyl-4-oxo-2-(piperidin-1-yl)-3,4-dihydroquinazolin-8-yl)ethyl)amino)benzamide